(R)-4-((4-(4-acetylpiperazin-1-yl)-1-(phenylthio)butan-2-yl)amino)-3-nitrobenzenesulfonamide C(C)(=O)N1CCN(CC1)CC[C@H](CSC1=CC=CC=C1)NC1=C(C=C(C=C1)S(=O)(=O)N)[N+](=O)[O-]